(3-(3-methoxyoxetan-3-yl)phenyl)(5-(4-(trifluoromethyl)phenyl)hexahydropyrrolo[3,4-c]pyrrol-2(1H)-yl)methanone COC1(COC1)C=1C=C(C=CC1)C(=O)N1CC2CN(CC2C1)C1=CC=C(C=C1)C(F)(F)F